R-(1-tert-butyloxycarbonyl-pyrrolidine-2-yl)acrylic acid C(C)(C)(C)OC(=O)N1[C@H](CCC1)C(C(=O)O)=C